OCCCOC1=CC=C(C=N1)C=O 6-(3-Hydroxypropoxy)pyridine-3-carbaldehyde